FC=1C=C(C=CC1N1CCNCC1)C1=NC=NC2=CC=C(C=C12)C1=CNC2=NC=CC=C21 4-(3-fluoro-4-(piperazin-1-yl)phenyl)-6-(1H-pyrrolo[2,3-b]pyridin-3-yl)quinazoline